C(C)(C)(C)OC(=O)N([C@H](C[C@@H](O[Si](C)(C)C(C)(C)C)C=1SC=C(N1)C(=O)OCC)C(C)C)OCCCC#C Ethyl 2-[(1R,3R)-3-{[(tert-butoxy)carbonyl](pent-4-yn-1-yloxy)amino}-1-[(tert-butyldimethylsilyl)oxy]-4-methylpentyl]-1,3-thiazole-4-carboxylate